(7-{[2-(4-Chlorophenyl)imidazo[1,2-a]pyrimidin-3-yl]methyl}-3-oxa-7,9-diazabicyclo[3.3.1]non-9-yl)[6-(methylsulfanyl)pyridin-2-yl]methanon ClC1=CC=C(C=C1)C=1N=C2N(C=CC=N2)C1CN1CC2COCC(C1)N2C(=O)C2=NC(=CC=C2)SC